N-(4-[4-(diethylamino)butyl]butyl)acrylamide C(C)N(CCCCCCCCNC(C=C)=O)CC